CS(=O)(=O)NC=1C=C(C2=CC=CC=C2C1)CC1=C(C=CC2=CC=CC=C12)CS(=O)(=O)N (1-((3-(methylsulfonylamino)naphthalen-1-yl)methyl)naphthalen-2-yl)methanesulfonamide